allyl bromide C(C=C)Br